OC1(CC(NC1)=O)C(F)(F)F 4-hydroxy-4-(trifluoromethyl)pyrrolidin-2-one